2-Phenoxy-N-(4,4,4-trifluorobutyl)-1H-imidazole-1-carboxamide O(C1=CC=CC=C1)C=1N(C=CN1)C(=O)NCCCC(F)(F)F